S1C=NC2=C1C=CC(=C2)NC2=CC=NC1=CC(=CC=C21)C2=C(C=C(C(=O)N1CCC3(CCN(C3)C(=O)OC(C)(C)C)CC1)C=C2)F tert-butyl 8-(4-(4-(benzo[d]thiazol-5-ylamino)quinolin-7-yl)-3-fluorobenzoyl)-2,8-diazaspiro[4.5]decane-2-carboxylate